FC=1C=C(C=CC1N1CCN(CC1)CC1CCN(CC1)C(=O)[C@@H]1CC[C@H](CC1)NC1=NC=C(C(=N1)C1=CC(=CC=C1)N1CCCCC1)F)NC1C(NC(CC1)=O)=O trans-3-((3-fluoro-4-(4-((1-(4-((5-fluoro-4-(3-(piperidin-1-yl)phenyl)pyrimidin-2-yl)amino)cyclohexane-1-carbonyl)piperidin-4-yl)methyl)piperazin-1-yl)phenyl)amino)piperidine-2,6-dione